7-{4-[acetyl-(2,2-dimethylpropyl)amino]piperidin-1-yl}-3-oxa-9-azabicyclo[3.3.1]nonane-9-carboxylic acid ethyl ester C(C)OC(=O)N1C2COCC1CC(C2)N2CCC(CC2)N(CC(C)(C)C)C(C)=O